1-(4-hydroxyphenyl)decan-1-one OC1=CC=C(C=C1)C(CCCCCCCCC)=O